ClC1=CC(=NC=N1)NC(=O)[C@@H]1[C@H](C1)C1=NC=CC(=C1)C |r| rac-(1S*,2S*)-N-(6-chloropyrimidin-4-yl)-2-(4-methylpyridin-2-yl)cyclopropane-1-carboxamide